(1s,2r)-2-((S)-8-(benzo[d]isoxazol-3-ylmethoxy)-5-chloro-1-((2-oxopyrrolidin-1-yl)methyl)-1,2,3,4-tetrahydroisoquinoline-2-carbonyl)cyclohexane-1-carboxamide O1N=C(C2=C1C=CC=C2)COC=2C=CC(=C1CCN([C@@H](C21)CN2C(CCC2)=O)C(=O)[C@H]2[C@H](CCCC2)C(=O)N)Cl